F[C@@H]1C[C@@H](N(C1)C1CCN(CC1)C(=O)OC(C)(C)C)CO tert-Butyl 4-[(2R,4R)-4-fluoro-2-(hydroxymethyl)pyrrolidin-1-yl]piperidine-1-carboxylate